ClC1=C(C2=C(SC3=C(N=NC=C32)N3CCCCC3)N=C1C)C 3-chloro-2,4-dimethyl-8-(piperidin-1-yl)pyrido[3',2':4,5]thieno[2,3-d]pyridazine